FC1=CC2=C(N(C1=O)C)C(=CN2COCC[Si](C)(C)C)C2=NC(=NC(=C2)OC2CCC(CC2)C(F)(F)F)C rel-6-fluoro-4-methyl-3-(2-methyl-6-{[(1r,4r)-4-(trifluoromethyl)-cyclohexyl]oxy}pyrimidin-4-yl)-1-{[2-(trimethylsilyl)ethoxy]methyl}-1H,4H,5H-pyrrolo[3,2-b]pyridin-5-one